tert-Butyl (S)-3-((4-((3-chloro-4-(2,2-difluoropropoxy)-2-fluorophenyl)amino)pyrido[3,2-d]pyrimidin-6-yl)oxy)pyrrolidine-1-carboxylate ClC=1C(=C(C=CC1OCC(C)(F)F)NC=1C2=C(N=CN1)C=CC(=N2)O[C@@H]2CN(CC2)C(=O)OC(C)(C)C)F